Tert-butyl 4-(6-bromo-7-methylquinazolin-4-yl)piperazine-1-carboxylate BrC=1C=C2C(=NC=NC2=CC1C)N1CCN(CC1)C(=O)OC(C)(C)C